BrC1=CC=C(S1)[C@]12OC[C@H](N(C1)C(=O)OC(C)(C)C)C2 tert-butyl (1R,4R)-1-(5-bromothiophen-2-yl)-2-oxa-5-azabicyclo[2.2.1]heptane-5-carboxylate